2-ethyl-1,3-hexanediol dibenzoate C(C1=CC=CC=C1)(=O)OCC(C(CCC)OC(C1=CC=CC=C1)=O)CC